COC(OC)(OC)[SiH3] trimethoxymethylsilane